C(C1=CC=CC=C1)OC1C(CN(C1)C(=O)OC(C)(C)C)(O[Si](C)(C)C)CN=C=S tert-butyl 4-(benzyloxy)-3-(isothiocyanatomethyl)-3-((trimethylsilyl)oxy)pyrrolidine-1-carboxylate